(E)-3-(3,4-dihydroxyphenyl)-1-(2-hydroxy-5-(3-(piperidin-1-yl)propoxy)phenyl)prop-2-en-1-one OC=1C=C(C=CC1O)/C=C/C(=O)C1=C(C=CC(=C1)OCCCN1CCCCC1)O